NC1=C2N=CN(C2=NC=N1)C1=C(C(=NC=C1)C=1C(=C(C#N)C=CC1)F)C (6-amino-9H-purin-9-yl(methyl)pyridin-2-yl)-2-fluorobenzonitril